CNC(CO)C1=CC=CC=C1 2-(methylamino)-2-phenylethanol